N,N-diacetyl-alanine ethyl ester C(C)OC([C@@H](N(C(C)=O)C(C)=O)C)=O